5-[1-(2,4-dichloro-3-pyridyl)ethoxy]-3-[1-[1-(oxetan-3-yl)-4-piperidyl]pyrazol-4-yl]-1H-indazole ClC1=NC=CC(=C1C(C)OC=1C=C2C(=NNC2=CC1)C=1C=NN(C1)C1CCN(CC1)C1COC1)Cl